ClC1=CC=C(CNC(NC2CC3(CC(C3)NC(C3=C(C=NC=C3)C)=O)C2)=O)C=C1 N-(6-(3-(4-chlorobenzyl)ureido)spiro[3.3]heptan-2-yl)-3-methylisonicotinamide